N-(2-fluoro-4-(2-(((3S,5S)-5-fluoro-piperidin-3-yl)amino)-8-morpholino-pyrido[3,2-d]pyrimidin-6-yl)phenyl)-1-phenylmethanesulfonamide FC1=C(C=CC(=C1)C=1C=C(C=2N=C(N=CC2N1)N[C@@H]1CNC[C@H](C1)F)N1CCOCC1)NS(=O)(=O)CC1=CC=CC=C1